C(C)CCNC(CO)(CO)CO ethyl-1-((1,3-dihydroxy-2-(hydroxymethyl)propan-2-ylamino)methyl)methane